6-acetyl-N-(1,6-dimethylindazol-7-yl)pyridine-3-sulfonamide C(C)(=O)C1=CC=C(C=N1)S(=O)(=O)NC=1C(=CC=C2C=NN(C12)C)C